ClC=1C=C(C=CC1Cl)CNC(CN1C=NC2=CC=C(C=C2C1=O)N1CCN(CC1)C(=O)NC=1C=NC=CC1)=O 4-[3-[2-[(3,4-dichlorophenyl)methylamino]-2-oxoethyl]-4-oxoquinazolin-6-yl]-N-pyridin-3-ylpiperazine-1-carboxamide